2'-Chloro-N-(5-(2-fluoro-6-methoxy-nicotinoyl)-5,6-dihydro-4H-pyrrolo[3,4-d]thiazol-2-yl)-5'-methoxy-6-methyl-[4,4'-bipyridine]-3-carboxamide ClC1=NC=C(C(=C1)C1=C(C=NC(=C1)C)C(=O)NC=1SC2=C(N1)CN(C2)C(C2=C(N=C(C=C2)OC)F)=O)OC